(S)-3-amino-3-(4-(ethylsulfonyl)phenyl)propanenitrile hydrochloride Cl.N[C@@H](CC#N)C1=CC=C(C=C1)S(=O)(=O)CC